CCCCCCCCCCCCCCCC Hexadecan